6-(7-(8-ethyl-7-fluoro-3-hydroxynaphthalen-1-yl)-8-fluoro-2-(((2R,7aS)-2-fluorotetrahydro-1H-pyrrolizin-7a(5H)-yl)methoxy)pyrido[4,3-d]pyrimidin-4-yl)-6-azaspiro[3.4]octan-2-ol C(C)C=1C(=CC=C2C=C(C=C(C12)C1=C(C=2N=C(N=C(C2C=N1)N1CC2(CC(C2)O)CC1)OC[C@]12CCCN2C[C@@H](C1)F)F)O)F